C1=CC(=CC2=NC3=CC=CC=C3C=C12)C(=O)NCC(=O)OC methyl (acridine-3-carbonyl)glycinate